(2R)-2-amino-1-(4-methylpiperazin-1-yl)propan-1-one hydrogen chloride Cl.N[C@@H](C(=O)N1CCN(CC1)C)C